(5-(3-methyl-1,2,4-thiadiazol-5-yl)-2-(pyrrolidin-1-yl)phenyl)glycine CC1=NSC(=N1)C=1C=CC(=C(C1)NCC(=O)O)N1CCCC1